Tert-butyl (3-(4-(2-chlorophenyl)-5-(pyrimidin-4-yl)-4H-1,2,4-triazol-3-yl)bicyclo[1.1.1]pentan-1-yl)carbamate ClC1=C(C=CC=C1)N1C(=NN=C1C1=NC=NC=C1)C12CC(C1)(C2)NC(OC(C)(C)C)=O